C(C)C1=C(C=CC(=C1)C(C(F)(F)F)(C(F)(F)F)O)C1=C(C=C(C=C1)CN1CC2CCC(C1)N2S(=O)(=O)C)C 2-(2-ethyl-2'-methyl-4'-((8-(methylsulfonyl)-3,8-diazabicyclo[3.2.1]octan-3-yl)methyl)-[1,1'-biphenyl]-4-yl)-1,1,1,3,3,3-hexafluoropropan-2-ol